7-bromoimidazo[1,2-a]pyridine-6-carboxylic acid BrC1=CC=2N(C=C1C(=O)O)C=CN2